CC1(CC2C(C3C(C(C(OC13C)(C=C)C)(C)C)=O)CCCC2)CC(=O)O.CC2=C(C(=CC=C2)C)C(C(=O)NC(NC)=O)C2=NC=CC(=C2)C(F)(F)F 2-(2,6-dimethylphenyl)-N-(methylcarbamoyl)-2-(4-(trifluoromethyl)pyridin-2-yl)acetamide pentamethyl-1-oxo-3-vinyldodecahydro-1H-benzo[f]chromen-5-yl-acetate